N-[2-(2-carbamoyl-2-methylideneethyl)-7-(1-methyl-1H-indazol-6-yl)-3-oxo-2,3-dihydro-1H-isoindol-5-yl]piperidine-4-carboxamide C(N)(=O)C(CN1CC2=C(C=C(C=C2C1=O)NC(=O)C1CCNCC1)C1=CC=C2C=NN(C2=C1)C)=C